ClC1=CC=C(C=C1)C(C(F)(F)F)NS(=O)(=O)C1=CC=2C(N=C1)=NSN2 N-(1-(4-chlorophenyl)-2,2,2-trifluoroethyl)-[1,2,5]thiadiazolo[3,4-b]pyridine-6-sulfonamide